C1(CC1)C1=NN(C=N1)C1CC2(CN(C2)C(=O)N2CC(C2)C2=CC(N(C=C2)CC(F)(F)F)=O)C1 4-[1-[6-(3-cyclopropyl-1,2,4-triazol-1-yl)-2-azaspiro[3.3]heptane-2-carbonyl]azetidin-3-yl]-1-(2,2,2-trifluoroethyl)pyridin-2-one